NC1=NC=C(C2=C1C(=C(N2C)C2=C(C=C(C=C2)NC(C(=C)F)=O)F)C2=CC(=C(C(=O)NCC(F)(F)F)C=C2)OC)C#N 4-(4-amino-7-cyano-2-(2-fluoro-4-(2-fluoroacrylamido)phenyl)-1-methyl-1H-pyrrolo[3,2-c]pyridin-3-yl)-2-methoxy-N-(2,2,2-trifluoroethyl)benzamide